FC(C(=O)OCCC1=C(C=CC=C1Br)OC1=CC(=CC(=C1)C#N)C#N)F [6-bromo-2-(3,5-dicyanophenoxy)phenyl]ethyl difluoroacetate